ClC=1C=CC2=C(C(=NCC(N2CC2=CC=C(C=C2)OC)=O)C2=C(C=CC(=C2)OC)Cl)C1 7-chloro-5-(2-chloro-5-methoxy-phenyl)-1-[(4-methoxyphenyl)methyl]-3H-1,4-benzodiazepine-2-One